6'-Ethoxy-N4-{[1-(methoxymethyl)cyclohexyl]methyl}-N4-methyl-5'-(trifluoromethyl)[2,3'-bipyridin]-4,5,6-triamine C(C)OC1=C(C=C(C=N1)C1=NC(=C(C(=C1)N(C)CC1(CCCCC1)COC)N)N)C(F)(F)F